O=S1(C=2C=CC=CC2SC2=C(C=CC=C12)S(=O)(=O)[O-])=O 5,5-dioxothianthrene-9-sulfonate